BrC=1C=C(C(=O)C2=CC=C(C=C2)OC)C=CC1C 3-bromo-4-methyl-4'-methoxybenzophenone